Cl.FC=1C=C2C=C(N=CC2=CC1)N 6-fluoroisoquinolin-3-amine hydrochloride